tri-hexyl-(2-methoxy-ethoxy)silane C(CCCCC)[Si](OCCOC)(CCCCCC)CCCCCC